3-aminobicyclo[1.1.1]pentan-1-ol NC12CC(C1)(C2)O